(R)-2-methyl-N-((Z)-1-(1-(tetrahydro-2H-pyran-2-yl)-6-(trifluoromethyl)-1H-indazol-4-yl)ethylidene)propane-2-sulfinamide CC(C)(C)[S@@](=O)\N=C(\C)/C1=C2C=NN(C2=CC(=C1)C(F)(F)F)C1OCCCC1